methyl 8-(4,4-difluorocyclohex-1-en-1-yl)-6-methoxyquinoline-3-carboxylate FC1(CC=C(CC1)C=1C=C(C=C2C=C(C=NC12)C(=O)OC)OC)F